N-[6-[2-(Difluoromethoxy)ethoxy]-5-fluoro-2-methoxypyridin-3-yl]-6-(difluoromethyl)-1H-pyrrolo[2,3-b]pyridin-3-sulfonamid FC(OCCOC1=C(C=C(C(=N1)OC)NS(=O)(=O)C1=CNC2=NC(=CC=C21)C(F)F)F)F